4-Chloro-N-(2-methoxyethyl)-2-(2,6-dimethylbenzamido)benzamide ClC1=CC(=C(C(=O)NCCOC)C=C1)NC(C1=C(C=CC=C1C)C)=O